C1(CC1)CN1N=CC(=C1)CC=1C(=NN(C1C)CC1=CC=C(C=C1)OC)C1=C(C(=O)[O-])C=C(C=C1)F 2-(4-((1-(cyclopropylmethyl)-1H-pyrazol-4-yl)methyl)-Methyl 1-(4-methoxybenzyl)-1H-pyrazol-3-yl)-5-fluorobenzoate